(4-{6-amino-5-[1-(2,6-dichloro-3-fluoro-phenyl)-ethoxy]-pyridin-3-yl}-phenyl)-((3r,5s)-3,5-dimethyl-piperazin-1-yl)-methanone NC1=C(C=C(C=N1)C1=CC=C(C=C1)C(=O)N1C[C@H](N[C@H](C1)C)C)OC(C)C1=C(C(=CC=C1Cl)F)Cl